N-(3-chloro-5-fluorophenyl)-2-(2-oxo-2-(tert-pentylamino)ethyl)-2-azaspiro[3.5]nonane-7-carboxamide ClC=1C=C(C=C(C1)F)NC(=O)C1CCC2(CN(C2)CC(NC(C)(C)CC)=O)CC1